[N+](=O)([O-])\C=C/1\C(NC2=CC=CC=C12)=O (E)-3-(nitromethylene)indol-2-one